N1N=CC(=C1)C=1C=CC(=NC1)NC(C)=O N-[5-(1H-pyrazol-4-yl)-2-pyridyl]acetamide